5-(4-chloro-2-fluorophenyl)-2,3-dimethyl-7-(2-(6-methylpyridin-3-yl)tetrahydro-2H-pyran-4-yl)pyrido[4,3-d]pyrimidin-4(3H)-one ClC1=CC(=C(C=C1)C1=NC(=CC=2N=C(N(C(C21)=O)C)C)C2CC(OCC2)C=2C=NC(=CC2)C)F